C1=C(C=CC=2C3=CC=CC=C3C3(C12)C1=CC=CC=C1C=1C=CC=CC13)C1=NC=NC=N1 9,9'-spirobi[9H-fluorene]-2-yl-1,3,5-triazine